ClC1=CC=C(C(=N1)C(=O)O)N[C@H](C)C1=C2N=C(C(=NC2=CC(=C1)C)C#N)N1C(CN(CC1)C1=CC=CC=C1)C 6-chloro-3-(((1R)-1-(2-cyano-7-methyl-3-(2-methyl-4-phenylpiperazin-1-yl)quinoxalin-5-yl)ethyl)amino)picolinic acid